1-(9Z-hexadecenyl)-2-eicosanoyl-sn-glycero-3-phosphocholine CCCCCCCCCCCCCCCCCCCC(=O)O[C@H](COCCCCCCCC/C=C\CCCCCC)COP(=O)([O-])OCC[N+](C)(C)C